Cl.C1(CC1)C1=NN(C(=C1)C(F)(F)F)CC(=O)N1[C@@H]([C@@H](CC1)N1CCNCC1)C1=C(C(=CC(=C1)F)C)Cl 2-[3-cyclopropyl-5-(trifluoromethyl)pyrazol-1-yl]-1-[(2R,3R)-2-(2-chloro-5-fluoro-3-methyl-phenyl)-3-piperazin-1-yl-pyrrolidin-1-yl]ethanone hydrochloride